FC1=CC(=C(C(=C1)C(C)C)NC(=O)NS(=O)(=O)/C=C/[C@]1(N(CCC1)C(=O)OC(C)(C)C)C)C(C)C tert-butyl (S,E)-2-(2-(N-((4-fluoro-2,6-diisopropylphenyl)carbamoyl) sulfamoyl)vinyl)-2-methylpyrrolidine-1-carboxylate